ClC1=C(OC=2C(=NC=CC2)OCC(=O)OCC)C=C(C(=C1)F)N1C(NC(=CC1=O)C(F)(F)F)=O ethyl (3-{2-chloro-5-[2,4-dioxo-6-(trifluoromethyl)-3-pyrimidinyl]-4-fluorophenoxy}-2-pyridyloxy)acetate